Methyl (R)-2-(3-((tert-butoxycarbonyl)(methyl)amino)pyrrolidin-1-yl)pyrimidine-5-carboxylate C(C)(C)(C)OC(=O)N([C@H]1CN(CC1)C1=NC=C(C=N1)C(=O)OC)C